BrC1=CC=C(CSC2=NC=3N(C(N(C(C3N2C)=O)C)=O)C)C=C1 8-((4-bromobenzyl)thio)-1,3,7-trimethyl-1H-purine-2,6(3H,7H)-dione